2-(4-Cyclopropyl-6-methoxypyrimidin-5-yl)-N-(1-(4-(1-methyl-4-(trifluoromethyl)-1H-imidazol-2-yl)phenyl)cyclopropyl)furo[3,2-d]pyrimidin-4-amine C1(CC1)C1=NC=NC(=C1C=1N=C(C2=C(N1)C=CO2)NC2(CC2)C2=CC=C(C=C2)C=2N(C=C(N2)C(F)(F)F)C)OC